1,3-diethyl-1H-1,3-benzodiazole-3-ium C(C)N1C=[N+](C2=C1C=CC=C2)CC